(Z)-3-[(3,4-dimethyl-5-oxo-2H-furan-2-yl)oxy]-2-indazol-1-yl-N-methyl-prop-2-enamide CC=1C(OC(C1C)=O)O\C=C(\C(=O)NC)/N1N=CC2=CC=CC=C12